(±)-trans-4-phenyl-3-{[4-(pyridin-3-yl)-1,3-thiazol-2-yl]carbamoyl}pyrrolidine-1-carboxylic acid tert-butyl ester C(C)(C)(C)OC(=O)N1C[C@H]([C@@H](C1)C1=CC=CC=C1)C(NC=1SC=C(N1)C=1C=NC=CC1)=O |r|